FC=1C(=CC(=NC1)N1C(C(C2=CC(=CC=C12)C(=O)NC1(CCS(CC1)(=O)=O)C)(C)C)=O)OC(C(F)F)(F)F 1-(5-fluoro-4-(1,1,2,2-tetrafluoroethoxy)pyridin-2-yl)-3,3-dimethyl-N-(4-methyl-1,1-dioxidotetrahydro-2H-thiopyran-4-yl)-2-oxoindoline-5-carboxamide